NC1=C2C(=NC=N1)N(N=C2C2=CC=C(C=C2)OC2=CC=CC=C2)C2CCN(CC2)CCOCCC2CCN(CC2)C=2C=C1CN(C(C1=CC2)=O)C2C(NC(CC2)=O)=O 3-(5-(4-(2-(2-(4-(4-amino-3-(4-phenoxyphenyl)-1H-pyrazolo[3,4-d]pyrimidin-1-yl)piperidin-1-yl)ethoxy)ethyl)piperidin-1-yl)-1-oxoisoindolin-2-yl)piperidine-2,6-dione